5-[[4-[(1,1-Dioxo-1,2-thiazolidin-2-yl)methyl]-6,7-difluoro-1H-indol-5-yl]oxy]-2-fluoro-benzamidine O=S1(N(CCC1)CC1=C2C=CNC2=C(C(=C1OC=1C=CC(=C(C(=N)N)C1)F)F)F)=O